3,4-dimethoxy-6-nitrobenzylcarbamate COC=1C=C(CNC([O-])=O)C(=CC1OC)[N+](=O)[O-]